dihydropyrazolo[3',4':4,5]pyrrolo[3,2-b]pyridine N1NC=C2C1=C1N=CC=CC1=N2